triallyl-1,3,5-triazine C(C=C)C1=NC(=NC(=N1)CC=C)CC=C